CC(=CCC1=C(C=CC2=C1NC(=C2C[C@H]3C(=O)N4CCC[C@H]4C(=O)N3)C(C)(C)C=C)O)C The molecule is a notoamide that is 2-(2-methylbut-3-en-2-yl)-7-(3-methylbut-2-en-1-yl)-1H-indol-6-ol which has been substituted at position 3 by a [(3S,8aS)-1,4-dioxooctahydropyrrolo[1,2-a]pyrazin-3-yl]methyl group. Isolated from a mussel-derived Aspergillus species. The precursor of notoamide E. It has a role as a mycotoxin. It is a dipeptide, a pyrrolopyrazine, a notoamide and a member of hydroxyindoles.